(4-(4-methylpiperazin-1-yl)phenyl)-4-(3-phenylisoxazolidin-2-yl)pyrimidin-2-amine CN1CCN(CC1)C1=CC=C(C=C1)C=1C(=NC(=NC1)N)N1OCCC1C1=CC=CC=C1